COC=1C=2N(C=C(C1)C1=C(C(=NN1)C=1SC3=C(N1)CCC(C3)N(C)C)CC(F)(F)F)N=CN2 2-(5-(8-methoxy-[1,2,4]triazolo[1,5-a]pyridin-6-yl)-4-(2,2,2-trifluoroethyl)-1H-pyrazol-3-yl)-N,N-dimethyl-4,5,6,7-tetrahydrobenzo[d]thiazol-6-amine